CC1=C(C(=C(C1([Hf](C1(C=CC2=CC=3CC(CC3C=C12)(CC)CC)CCC)(C)C)C)C)C)C Pentamethylcyclopentadienyl-dimethyl-(1-n-propyl-6,6-diethyl-1,5,6,7-tetrahydro-s-indacenyl)hafnium